ClC=1C=CC2=C(NCCCC2=O)C1 8-chloro-1,2,3,4-tetrahydro-5H-benzo[b]azepin-5-one